4-[[(tert-butoxy)carbonyl]amino]-3-hydroxypyrrolidine-1-carboxylic acid benzyl ester C(C1=CC=CC=C1)OC(=O)N1CC(C(C1)NC(=O)OC(C)(C)C)O